(R)-3-(5-(4-((5-(1H-Pyrazol-3-yl)pyridin-2-yl)oxy)phenyl)-2H-tetrazol-2-yl)-2-aminopropan-1-ol N1N=C(C=C1)C=1C=CC(=NC1)OC1=CC=C(C=C1)C=1N=NN(N1)C[C@H](CO)N